5-methyl-4,5-dihydropyrazole-3,5-dicarboxylic acid dicyclohexyl ester C1(CCCCC1)OC(=O)C1=NNC(C1)(C(=O)OC1CCCCC1)C